2-(5-{[(3R)-1-methylpiperidin-3-yl]amino}pyridino[2,3-d]pyridazin-8-yl)-5-(trifluoromethyl)phenol CN1C[C@@H](CCC1)NC1=C2C(=C(N=N1)C1=C(C=C(C=C1)C(F)(F)F)O)N=CC=C2